Copper-dipotassium salt [K].[K].[Cu]